6-[but-3-enyl-(methyl)amino]-3-nitro-5-(trifluoromethyl)pyridine-2-carbohydrazide C(CC=C)N(C1=C(C=C(C(=N1)C(=O)NN)[N+](=O)[O-])C(F)(F)F)C